C(C)(C)C=1C(=NNC1C=1C=C(C=2N(C1)N=CN2)OC)C=2SC(=CN2)C2CCN(CC2)CC2COCC2 2-(4-isopropyl-5-(8-methoxy-[1,2,4]triazolo[1,5-a]pyridin-6-yl)-1H-pyrazol-3-yl)-5-(1-((tetrahydrofuran-3-yl)methyl)piperidin-4-yl)thiazole